1-(6-amino-1-methyl-1H-indazol-3-yl)dihydropyrimidine-2,4(1H,3H)-dione NC1=CC=C2C(=NN(C2=C1)C)N1C(NC(CC1)=O)=O